acrylic acid, chloride C(C=C)(=O)Cl